((4-(7-(((2S,5R)-5-aminotetrahydro-2H-pyran-2-yl)methyl)-2,7-diazaspiro[3.5]non-2-yl)pyrimidin-5-yl)oxy)-5-fluorobenzoic acid methyl ester hydrochloride Cl.COC(C1=C(C=CC(=C1)F)OC=1C(=NC=NC1)N1CC2(C1)CCN(CC2)C[C@H]2OC[C@@H](CC2)N)=O